N6-(4-Borono-2-fluorobenzoyl)-N2-(6-fluoro-1-hydroxy-1,3-dihydrobenzo[c][1,2]-oxaborole-5-carbonyl)-L-lysine B(O)(O)C1=CC(=C(C(=O)NCCCC[C@H](NC(=O)C2=CC3=C(B(OC3)O)C=C2F)C(=O)O)C=C1)F